S(N)([O-])(=O)=O.[Sn+4].S(N)([O-])(=O)=O.S(N)([O-])(=O)=O.S(N)([O-])(=O)=O tin sulfamate